BrC1=C(C(=O)NC2=CC=C(C=C2)C#N)C=CC=C1 2-bromo-N-(4-cyanophenyl)benzamide